C1(CC1)C1=NC=NC(=C1C1=NC=C(C(=N1)O[C@@H](C(F)F)C1=CC=C(C=C1)C=1N(C=C(N1)C(F)(F)F)C)OC)OC |o1:16| 2-(4-cyclopropyl-6-methoxy-pyrimidin-5-yl)-5-methoxy-4-[rel-(1R)-2,2-difluoro-1-[4-[1-methyl-4-(trifluoromethyl)imidazol-2-yl]phenyl]ethoxy]pyrimidine